rac-(1S,2S,4R,5R,6R,7S)-N-(3,4-dichlorophenyl)-7-(pyrimidin-5-yl)-8-oxatricyclo[3.2.1.02,4]octane-6-carboxamide ClC=1C=C(C=CC1Cl)NC(=O)[C@H]1[C@H]2[C@@H]3C[C@@H]3[C@@H]([C@@H]1C=1C=NC=NC1)O2 |r|